C(C)(C)(C)OC(=O)N1[C@H](CC2(CC1)OCCC1=C2C=C(S1)C(F)(F)F)C (2'S)-2'-methyl-2-(trifluoromethyl)spiro[6,7-dihydrothieno[3,2-C]pyran-4,4'-piperidine]-1'-carboxylic acid tert-butyl ester